C1N(C[C@@H]2[C@H]1CNC2)C2=NC=C(C(=N2)C2=CC=C(C#N)C=C2)C2=CC=C(C=C2)C 4-{2-[(3aR,6aS)-octahydropyrrolo[3,4-c]pyrrol-2-yl]-5-(4-methylphenyl)pyrimidin-4-yl}benzonitrile